COC1CC(NC1)(C)C 4-methoxy-2,2-dimethylpyrrolidine